(S)-N-((R)-1-(2,3-dichloropyridin-4-yl)pent-4-en-1-yl)-2-methylpropane-2-sulfinamide ClC1=NC=CC(=C1Cl)[C@@H](CCC=C)N[S@@](=O)C(C)(C)C